N1(CCOCC1)C(=O)N1CC2(CCN3N=C(C=C32)C=3C=NC2=CC=CC=C2C3)C1 (morpholin-4-yl)[2'-(quinolin-3-yl)-5',6'-dihydrospiro[azetidine-3,4'-pyrrolo[1,2-b]pyrazol]-1-yl]methanone